[Br-].C(CC)[NH2+]CC=C propyl-allylammonium bromide